((2R,4S,5R)-2-((S)-1-(4-fluorophenyl)-1,2,3,4-tetrahydroisoquinoline-2-carbonyl)-5-(((S)-1-hydroxypropan-2-yl)oxy)tetrahydro-2H-pyran-4-yl)carbamic acid tert-butyl ester C(C)(C)(C)OC(N[C@H]1C[C@@H](OC[C@@H]1O[C@H](CO)C)C(=O)N1[C@H](C2=CC=CC=C2CC1)C1=CC=C(C=C1)F)=O